C(C)(C)(C)N1C=C(C2=C1N=CN=C2NC)I 7-(tert-butyl)-5-iodo-N-methyl-7H-pyrrolo[2,3-d]pyrimidin-4-amine